C(C)C1=NN2C(=NN(C(C2=C1)=O)CC(=O)NC1=NC=NC=C1)C(C)C 2-(2-ethyl-7-isopropyl-4-oxo-pyrazolo[1,5-d][1,2,4]triazin-5-yl)-N-pyrimidin-4-yl-acetamide